ClC1=C(C=C(C=C1)[C@H]1CC2(CN(C2)C(=O)C2CC(C2)(C)O)CC1)OC |r| (rac)-(6-(4-Chloro-3-methoxyphenyl)-2-azaspiro[3.4]octan-2-yl)((1s,3s)-3-hydroxy-3-methylcyclobutyl)methanone